2-[1-(3,3-dimethyl-1-cyclopenten-1-yl)ethoxy]-2-methylpropyl (2R)-2-hydroxypropanoate O[C@@H](C(=O)OCC(C)(C)OC(C)C1=CC(CC1)(C)C)C